Tetraazene N=NNN